C(C)C(CC(C(=O)O)CCCCCC)CCCC.C(CCCCCCC)(=O)OCC(CCCC)CC 2-ethylhexyl caprylate (2-ethylhexyl octanoate)